[Cl-].[Cl-].C1(C=CC2=CC=CC=C12)[Zr+2]C1C(=CC2=CC=CC=C12)C indenyl-(2-methylindenyl)zirconium dichloride